BrC1=CC(=C(C(=C1)[N+](=O)[O-])N[C@H]1C[C@H](CCC1)NC(=O)C1=CC(NC2=CC(=CC=C12)F)=O)C(NC)=O N-((1S,3R)-3-((4-bromo-2-(methylcarbamoyl)-6-nitrophenyl)amino)cyclohexyl)-7-fluoro-2-oxo-1,2-dihydroquinoline-4-carboxamide